1-[(2R)-2-(4-cyclopropyl-triazol-1-yl)-3,3-dimethyl-butyryl]-4-hydroxy-pyrrolidine-2-carboxamide C1(CC1)C=1N=NN(C1)[C@@H](C(=O)N1C(CC(C1)O)C(=O)N)C(C)(C)C